ClC1=CC=C(C(=N1)C(=O)O)N[C@H](C)C1=C2N=C(C(=NC2=CC(=C1)C)C#N)N1CC2=CC(=C(C=C2C1)F)F (R)-6-chloro-3-((1-(2-cyano-3-(5,6-difluoroisoindolin-2-yl)-7-methylquinoxalin-5-yl)ethyl)amino)picolinic acid